C(#N)C1=CC(=C(C=C1)OC(=O)N1CC2=CC(=CC=C2CC1)C(=O)N1CC2=CC=CC=C2C[C@H]1CN1CCOCC1)OC 7-[(3S)-3-(morpholin-4-ylmethyl)-1,2,3,4-tetrahydroisoquinoline-2-carbonyl]-1,2,3,4-tetrahydroisoquinoline-2-carboxylic acid 4-cyano-2-methoxyphenyl ester